CNC(CCCC)C 5-(methylamino)hexane